CS(=O)(=O)OCC1=C2C(=NC(=C1)C(NC1=CC(=CC=C1)C1(CC(C1)CC#N)C1=NN=CN1C)=O)C(CC2)(F)F (2-((3-((1s,3s)-3-(cyanomethyl)-1-(4-methyl-4H-1,2,4-triazol-3-yl)cyclobutyl)phenyl)carbamoyl)-7,7-difluoro-6,7-dihydro-5H-cyclopenta[b]pyridin-4-yl)methyl methanesulfonate